2-(4-(1-((4-methyl-4H-1,2,4-triazol-3-yl)thio)ethyl)pyridin-2-yl)isoindolin-1-one CN1C(=NN=C1)SC(C)C1=CC(=NC=C1)N1C(C2=CC=CC=C2C1)=O